Ethyl 2-amino-3-(4-chlorophenyl)-3-oxopropanoate NC(C(=O)OCC)C(=O)C1=CC=C(C=C1)Cl